N1=C(C=CC=C1)SSCCNC(C=1C(O)=CC(=CC1)N=[N+]=[N-])=O N-((2-pyridyldithio)ethyl)-4-azidosalicylamide